N-(3-aminophenyl)-2,6-difluorobenzamide C1=CC(=CC(=C1)NC(=O)C2=C(C=CC=C2F)F)N